C(C)(C)(C)C=1C(=CC(=C(C(=O)N2CC3=CC=C(C(=C3C2)N(C(\C=C\CN(C)C)=O)C)Cl)C1)O)OC (E)-N-(2-(5-(tert-Butyl)-2-hydroxy-4-methoxybenzoyl)-5-chloroisoindolin-4-yl)-4-(dimethylamino)-N-methylbut-2-enamide